FC=1C(=NC=CC1)C1=CN=C(S1)C(=O)O 5-(3-fluoropyridin-2-yl)thiazole-2-carboxylic acid